NC1=C2C(=NC=N1)NN=C2C2=CC=C(C=C2)CNC(C2=C(C=CC=C2)OC)=O N-[[4-(4-amino-1H-pyrazolo[3,4-d]pyrimidin-3-yl)phenyl]methyl]-2-methoxy-benzamide